C1(CCCCCCCCCCC1)=CC(=O)OCC ethyl 2-cyclododecylideneacetate